7-(2-(2-(2-aminoethoxy)ethoxy)ethoxy)-2H-chromen-2-one NCCOCCOCCOC1=CC=C2C=CC(OC2=C1)=O